1-(2-oxaspiro[3.5]nonan-7-yl)-1H-pyrazole-3,4-dicarboxamide C1OCC12CCC(CC2)N2N=C(C(=C2)C(=O)N)C(=O)N